(8R,9R,10S)-10-(hydroxymethyl)-N-(4-methoxyphenyl)-9-[4-(2-phenyl-1,3-thiazol-4-yl)phenyl]-1,6-diazabicyclo[6.2.0]decane-6-carboxamide OC[C@@H]1[C@@H]([C@@H]2CN(CCCCN12)C(=O)NC1=CC=C(C=C1)OC)C1=CC=C(C=C1)C=1N=C(SC1)C1=CC=CC=C1